4-(2-methoxy-4-pyridyl)-N-[3-(trifluoromethyl)phenyl]Thiazol-2-amine COC1=NC=CC(=C1)C=1N=C(SC1)NC1=CC(=CC=C1)C(F)(F)F